ClC=1C(=CC(=NC1)NC1=C(C=C(C=C1)NC(C=C)=O)C1=NC=CC=C1)C1CC1 N-(4-((5-chloro-4-cyclopropylpyridin-2-yl)amino)-3-(pyridin-2-yl)phenyl)acrylamide